(R)-2-fluoro-N-(2-(4-hydroxybut-1-yn-1-yl)thieno[3,2-c]pyridin-4-yl)-4-(5-methyl-1,3,4-thiadiazol-2-yl)-N-(piperidin-3-yl)benzamide FC1=C(C(=O)N([C@H]2CNCCC2)C2=NC=CC3=C2C=C(S3)C#CCCO)C=CC(=C1)C=1SC(=NN1)C